FC(S(=O)(=O)OCCOS(=O)(=O)C(F)(F)F)(F)F ethylene glycol bis(trifluoromethanesulfonate)